NC(CCN(NC([C@H](CC1CCCCC1)NC(=O)C=1NC2=CC=CC(=C2C1)OC)=O)C([C@@H](F)Cl)=O)=O N-[(1S)-2-[2-(3-amino-3-oxo-propyl)-2-[(2S)-2-chloro-2-fluoro-acetyl]hydrazino]-1-(cyclohexylmethyl)-2-oxo-ethyl]-4-methoxy-1H-indole-2-carboxamide